ClC=1C=C2[C@@H]([C@@]3([C@@H](N(C2=CC1)S(=O)(=O)CC1=CC=CC=C1)C1=CC=CC=C1)C(=NN(C3=O)C3=CC=CC=C3)C)C=C (2'S,4R,4'S)-6'-chloro-3-methyl-1,2'-diphenyl-1'-toluenesulfonyl-4'-vinyl-1',4'-dihydro-2'H-spiro[pyrazole-4,3'-quinolin]-5(1H)-one